ClC1=NC2=CC(=CC=C2C=C1C1CC(=NN1C(CCCC(=O)OCC)=O)C1=CC=C(C=C1)C1=COC=C1)OCC ethyl 5-(5-(2-chloro-7-ethoxyquinolin-3-yl)-3-(4-(furan-3-yl)phenyl)-4,5-dihydro-1H-pyrazol-1-yl)-5-oxopentanoate